(S)-N-(3-(2-((1,5-dimethyl-1H-pyrazol-3-yl)amino)-5-methylpyrimidin-4-yl)-1H-indol-7-yl)-2-(3-((6-(dimethylamino)pyrimidin-4-yl)oxy)pyrrolidin-1-yl)acetamide CN1N=C(C=C1C)NC1=NC=C(C(=N1)C1=CNC2=C(C=CC=C12)NC(CN1C[C@H](CC1)OC1=NC=NC(=C1)N(C)C)=O)C